ethyl 5-methyl-1-phenyl-1H-pyrrole-3-carboxylate CC1=CC(=CN1C1=CC=CC=C1)C(=O)OCC